NC1=C(C(=O)NC(C)C)C=C(C=N1)C1=C(C=C(C=C1)NC([C@](C)(C1=CC=CC=C1)O)=O)C (S)-2-amino-5-(4-(2-hydroxy-2-phenylpropanamido)-2-methylphenyl)-N-isopropylnicotinamide